C(CC(CCC(=O)O)C(=O)O)(C(=O)O)C(=O)O 1,1,3,5-pentanetetracarboxylic acid